[Pd].[Fe] Iron-palladium